(S)-1-(2-(4-(Chinolin-4-ylamino)piperidin-1-yl)acetyl)pyrrolidin-2-carbonitril N1=CC=C(C2=CC=CC=C12)NC1CCN(CC1)CC(=O)N1[C@@H](CCC1)C#N